6-[(tetrahydro-pyran-4-ylmethyl)-amino]-pyridin O1CCC(CC1)CNC1=CC=CC=N1